5-(isoquinolin-1-ylmethoxy)-2-methyl-N-(1-methylpiperidin-4-yl)benzofuran-3-carboxamide C1(=NC=CC2=CC=CC=C12)COC=1C=CC2=C(C(=C(O2)C)C(=O)NC2CCN(CC2)C)C1